6-chloro-1-((E)-3-((2R,3S)-3-hydroxypiperidin-2-yl)allyl)-1H-indole-3-carboxylic acid methyl ester COC(=O)C1=CN(C2=CC(=CC=C12)Cl)C\C=C\[C@H]1NCCC[C@@H]1O